ClC1=C(C=C(C=C1)C#CC(C)NC(OC(C)(C)C)=O)C1(CC1)C tert-butyl (4-(4-chloro-3-(1-methylcyclopropyl) phenyl)but-3-yn-2-yl)carbamate